C1(CCC(CC1)O)C1CCC(CC1)O 4,4'-bicyclohexanediol